(2-(((1R,3s,5S)-9-(ethylsulfonyl)-9-azabicyclo[3.3.1]nonan-3-yl)(methyl)amino)-5-fluoro-6-((5-methyl-1H-pyrazol-3-yl)amino)pyrimidin-4-yl)methyl (tetrahydro-2H-pyran-4-yl) carbonate C(OCC1=NC(=NC(=C1F)NC1=NNC(=C1)C)N(C)C1C[C@H]2CCC[C@@H](C1)N2S(=O)(=O)CC)(OC2CCOCC2)=O